FC1=C2CN(CC2=CC=C1)C(=O)NC1=CC=C(C=C1)C1CCNCC1 4-fluoro-N-(4-(piperidin-4-yl)phenyl)isoindoline-2-carboxamide